CC1(CCC(CC1)C1=CC=C(C=C1)NC1CCC(CC1)CC(=O)N)C 2-(4-((4-(4,4-dimethylcyclohexyl)phenyl)amino)cyclohexyl)acetamide